Methyl 4-(((tert-butoxycarbonyl)(2-phenylcyclopropyl)amino)methyl)benzoate C(C)(C)(C)OC(=O)N(C1C(C1)C1=CC=CC=C1)CC1=CC=C(C(=O)OC)C=C1